C(C)(C)(C)NS(=O)(=O)C1=CC(=CC=C1)C=1OC(=NN1)C1=C(C=C(C=C1)NS(=O)(=O)C(C)(C)C)N1CCC2(CC2)CC1 N-(tert-Butyl)-3-(5-(4-((1,1-dimethylethyl)sulfonamido)-2-(6-azaspiro[2.5]octan-6-yl)phenyl)-1,3,4-oxadiazol-2-yl)benzenesulfonamide